tert-butyl 3-[(4-cyanophenyl)methoxy]pyrazole-1-carboxylate C(#N)C1=CC=C(C=C1)COC1=NN(C=C1)C(=O)OC(C)(C)C